2-amino-6,7-dihydro-[1,2,4]triazolo[1,5-a]pyrimidin-5(4H)-one NC1=NN2C(NC(CC2)=O)=N1